2-methyl-1,10-diaminodecane CC(CN)CCCCCCCCN